N1C(=NC=C1)C=1C=C(C=CC1)NC(=O)C1C(=NN(C1=O)C1=CC=C(C=C1)S(N(C)C)(=O)=O)C N-(3-(1H-imidazol-2-yl)phenyl)-1-(4-(N,N-dimethylsulfamoyl)phenyl)-3-methyl-5-oxo-4,5-dihydro-1H-pyrazole-4-carboxamide